COC(N(C)C)OC 1,1-dimethoxy-N,N-dimethylmethaneamine